CN(CC(=O)O)C N,N-Dimethylglycine